[N-]=C=O.[N-]=C=O.CC1=C(C(=C(C(=C1C)C)C)C)C tetramethyl-m-xylene diisocyanate